COC=1C(=C2C=CN(C2=C(C1)C)C(=O)OC(C)(C)C)CN1[C@@H](C[C@@H](CC1)C)C1=CC=C(C=C1)S(=O)(=N)C tert-Butyl 5-methoxy-7-methyl-4-(((2S,4R)-4-methyl-2-(4-(S-methylsulfonimidoyl)phenyl)piperidin-1-yl)methyl)-1H-indole-1-carboxylate